2-(chloromethyl)-5-(1-(tetrahydro-2H-pyran-2-yl)-1H-pyrazol-4-yl)pyridine ClCC1=NC=C(C=C1)C=1C=NN(C1)C1OCCCC1